benzyl (2R)-2-(benzyloxycarbonylamino)-4-cinnolin-2-ium-2-yl-butanoate iodide [I-].C(C1=CC=CC=C1)OC(=O)N[C@@H](C(=O)OCC1=CC=CC=C1)CC[N+]1=NC2=CC=CC=C2C=C1